bromo-1-methyl-3,4-dihydroquinolin-2(1H)-one BrC1C(N(C2=CC=CC=C2C1)C)=O